BrC=1C=C2C(=NC(=NN2C1)Cl)N(C(OC(C)(C)C)=O)CC1=CC=C(C=C1)F tert-butyl (6-bromo-2-chloropyrrolo[2,1-f][1,2,4]triazin-4-yl)(4-fluorobenzyl)carbamate